3-oxo-3-(1-(trifluoromethyl)cyclopropyl)propionic acid O=C(CC(=O)O)C1(CC1)C(F)(F)F